NC1=CC=C(C=C1)OC(\C(=C\C1=CC=C(C=C1)N)\C)=O (2E)-3-(4-aminophenyl)-2-methyl-2-propenoic acid 4-aminophenyl ester